BrC1=CC(=C2C(N(CC2=C1)[C@@H](C)C1CC1)=O)N(S(=O)(=O)C)S(=O)(=O)C (S)-N-(6-bromo-2-(1-cyclopropylethyl)-3-oxoisoindolin-4-yl)-N-(methylsulfonyl)methanesulfonamide